O1CC(CCC1)C=O tetrahydropyran-3-carbaldehyde